2-(Azetidin-1-ylcarbonyl)-3-[(2,4-dimethoxyphenyl)methylsulfanyl]-5-chloropyridine N1(CCC1)C(=O)C1=NC=C(C=C1SCC1=C(C=C(C=C1)OC)OC)Cl